ClC=1C=CC2=C(C(OC(=N2)C)=O)C1 6-chloro-2-methyl-4H-3,1-benzoxazine-4-one